OC(CN1N=CC(=C1)C1=NC(=NC=C1C(F)(F)F)NC1=CC(=C(C(=C1)C)S(=O)(=O)N)C)(C)C 4-((4-(1-(2-hydroxy-2-methylpropyl)-1H-pyrazol-4-yl)-5-(trifluoromethyl)pyrimidin-2-yl)amino)-2,6-dimethylbenzenesulfonamide